FC(OC=1C=C(C(=O)N[C@@H](C)C=2N(N=CN2)C2=NC=NC(=C2)N2N=CC=C2)C=C(C1)C)F 3-(difluoromethoxy)-5-methyl-N-[(1S)-1-[2-(6-pyrazol-1-ylpyrimidin-4-yl)-1,2,4-triazol-3-yl]ethyl]benzamide